FC1=C(C(=CC=C1)C)C1=CC=C(C=2C=NC(=NC12)NC1=CC=C2CCN(CC2=C1)C)N 8-(2-fluoro-6-methylphenyl)-N2-(2-methyl-1,2,3,4-tetrahydroisoquinolin-7-yl)quinazoline-2,5-diamine